CN1N=CC(=C1)N1C=C2C(CC1)=NCS2 5-(1-methyl-1H-pyrazol-4-yl)-6,7-dihydrothiazolo[5,4-c]pyridin